BrC=1C=C(C[C@]2(C[C@H](CC2)NS(=O)(=O)C)C(=O)N)C=CC1 (1R,3S)-1-(3-bromobenzyl)-3-(methylsulfonamido)cyclopentane-1-carboxamide